C1(=CC=CC=C1)C1=CC=C2C(=N1)C=C(N=C2)C#N 2-phenylpyrido[4,3-b]pyridine-7-carbonitrile